5-ethyl-1,6-difluoro-4-(8-fluoro-2-(((2R,7aS)-2-fluorohexahydro-1H-pyrrolizin-7a-yl)methoxy)-4-(2,2,2-trifluoroethoxy)pyrido[4,3-d]pyrimidin-7-yl)naphthalen-2-ol C(C)C1=C2C(=CC(=C(C2=CC=C1F)F)O)C1=C(C=2N=C(N=C(C2C=N1)OCC(F)(F)F)OC[C@]12CCCN2C[C@@H](C1)F)F